C1(C=CCCC1)NC(COC1=CC=C2C=CC(=CC2=C1)C(CC(=O)O)C=1C(=CC2=C(CCO2)C1)C)=O 3-(7-(2-(cyclohex-2-en-1-ylamino)-2-oxoethoxy)naphthalen-2-yl)-3-(6-methyl-2,3-dihydrobenzofuran-5-yl)propanoic acid